ClC1=C(C=CC=C1)CC(=O)NC1=CC(=C(C=C1)OC=1C=NC(=CC1)C(F)(F)F)S(N)(=O)=O 2-(2-chlorophenyl)-N-(3-sulfamoyl-4-{[6-(trifluoromethyl)pyridin-3-yl]oxy}phenyl)acetamide